CC12CC(C1)(C2)C=2N=C1C(=NC2)N=C(S1)N 6-(3-methylbicyclo[1.1.1]pentan-1-yl)thiazolo[4,5-b]pyrazin-2-amine